N-(3',4-difluoro-5'-methoxy-[1,1'-biphenyl]-3-yl)-3-(trifluoromethyl)benzenesulfonamide FC=1C=C(C=C(C1)OC)C1=CC(=C(C=C1)F)NS(=O)(=O)C1=CC(=CC=C1)C(F)(F)F